N-(dicyclohexylmethyl)-4,5-dihydro-1,3-oxazol-2-amine C1(CCCCC1)C(NC=1OCCN1)C1CCCCC1